Tetrahexyl-Thiuram Monosulfide C(CCCCC)N(C(SC(N(CCCCCC)CCCCCC)=S)=S)CCCCCC